NC1=C(C=C(C=C1)CC#N)Br 2-(4-amino-3-bromophenyl)acetonitrile